tert-butyl (S)-(1-(3-bromophenyl)-2-hydroxyethyl)carbamate BrC=1C=C(C=CC1)[C@@H](CO)NC(OC(C)(C)C)=O